C(CCCC=CCC=CCC=CCC=CCCCCC)(=O)O 5,8,11,14-eicosatetraenoic acid